N-[4-[6-[(3-aminocyclobutyl)carbamoyl-amino]hexylcarbamoyl]-3-chlorophenyl]-5-[1-cyclopropyl-3-(trifluoromethyl)pyrazol-4-yl]-1-methylimidazole-2-carboxamide NC1CC(C1)NC(=O)NCCCCCCNC(=O)C1=C(C=C(C=C1)NC(=O)C=1N(C(=CN1)C=1C(=NN(C1)C1CC1)C(F)(F)F)C)Cl